2-({(3R,6R)-1-[(2-cyclobutylphenyl)carbonyl]-6-methylpiperidin-3-yl}oxy)-3-methoxypyridine-4-carbonitrile C1(CCC1)C1=C(C=CC=C1)C(=O)N1C[C@@H](CC[C@H]1C)OC1=NC=CC(=C1OC)C#N